ClCCCC1SNC2=C(O1)C(=CC=C2)F 3-(3-chloropropyl)-5-fluoro-1H-4,2,1-benzoxathiazine